1-(4-((7-methoxy-4-((2-methoxy-5-(5-methylfuran-2-yl)phenyl)amino)quinazolin-6-yl)oxy)piperidin-1-yl)prop-2-en-1-one COC1=C(C=C2C(=NC=NC2=C1)NC1=C(C=CC(=C1)C=1OC(=CC1)C)OC)OC1CCN(CC1)C(C=C)=O